tert-butyl 7-[4-(5-acetyl-3-iodo-6,7-dihydro-4H-pyrazolo[4,3-c]pyridin-1-yl)cyclohexyl]-2-azaspiro[3.5]nonane-2-carboxylate C(C)(=O)N1CC2=C(CC1)N(N=C2I)C2CCC(CC2)C2CCC1(CN(C1)C(=O)OC(C)(C)C)CC2